1-(4-chloropyridin-2-yl)ethan-1-ol ClC1=CC(=NC=C1)C(C)O